[13C]([13CH3])(=O)[O-].[Na+] sodium [1,2-13C2]acetate